NC1=C2C(=NC=N1)N(N=C2C)C(C)C2=C(C(=C(C#N)C(=C2)Cl)C2CN(C2)CCO)OC 4-[1-(4-amino-3-methyl-1H-pyrazolo[3,4-d]pyrimidin-1-yl)ethyl]-6-chloro-2-[1-(2-hydroxyethyl)azetidin-3-yl]-3-methoxybenzonitrile